FC=1C=C(C=NC1)[C@@H](C)N1N=C(C2=C1N=C(NC2=O)[C@H]2[C@@H](CC2)C2=NC=CC=N2)C#N 1-((R)-1-(5-fluoropyridin-3-yl)ethyl)-4-oxo-6-((1R,2R)-2-(pyrimidin-2-yl)cyclobutyl)-4,5-dihydro-1H-pyrazolo[3,4-d]pyrimidine-3-carbonitrile